CC1=NC(=CC=C1)OCCOC1OCCCC1 2-methyl-6-{2-[(tetrahydro-2H-pyran-2-yl)oxy]ethoxy}pyridine